ClC1=C(C=NN1C1=CN=NC=C1)C(=O)O 5-Chloro-1-(pyridazin-4-yl)-1H-pyrazole-4-carboxylic acid